Hexanoyl-valine C(CCCCC)(=O)N[C@@H](C(C)C)C(=O)O